FC(CCC(C)C)(F)F trifluoro-4-methylpentane